7-(((S)-1,1-difluoropropan-2-yl)oxy)-N-(1-((1S,2R)-2-fluorocyclopropyl)-2-oxo-1,2-dihydropyridin-3-yl)-2-(1-methyl-2-oxabicyclo[2.1.1]hex-4-yl)imidazo[1,2-a]pyridine-6-carboxamide FC([C@H](C)OC1=CC=2N(C=C1C(=O)NC=1C(N(C=CC1)[C@@H]1[C@@H](C1)F)=O)C=C(N2)C21COC(C2)(C1)C)F